C(C=C)(=O)OCCCCC1=CC=CC=C1 phenethylethyl acrylate